2H-imidazol-2-one N=1C(N=CC1)=O